1-(4-(Aminomethyl)piperidin-1-yl)-2-((3-isopropyl-2-(2-methylpyridin-4-yl)-1H-indol-5-yl)oxy)ethan-1-on NCC1CCN(CC1)C(COC=1C=C2C(=C(NC2=CC1)C1=CC(=NC=C1)C)C(C)C)=O